NC1=NCN(C2=CC=C(C=C12)F)C1=C2C=CN=C(C2=CC=C1C)NC1=C(C=C(C=C1)F)F 4-amino-N-(1-((2,4-difluorophenyl)amino)-6-methylisoquinolin-5-yl)-6-fluoroquinazoline